4-(3-chloro-2-methylphenyl)-1-(4-(3,4-dichlorophenyl)-5-(isopropylsulfanyl)thiazol-2-yl)-3-methyl-1H-pyrazole-5-carboxylic acid ClC=1C(=C(C=CC1)C=1C(=NN(C1C(=O)O)C=1SC(=C(N1)C1=CC(=C(C=C1)Cl)Cl)SC(C)C)C)C